C(#N)[C@@H](C[C@H]1C(NC(C1)(C)C)=O)C1CCC12CN(C(C2)C(=O)N)C([C@H](C(C)(C)C)NC(C(F)(F)F)=O)=O [(1S)-1-cyano-2-[(3R)-5,5-dimethyl-2-oxo-pyrrolidin-3-yl]ethyl]-6-[(2S)-3,3-dimethyl-2-[(2,2,2-trifluoroacetyl)amino]butanoyl]-6-azaspiro[3.4]octane-7-carboxamide